[2H]C([2H])([2H])C#N AcetonitRile-D3